6-{cyclopropyl[(1R,2R,3S,5S)-2-fluoro-9-azabicyclo[3.3.1]nonan-3-yl]amino}-1,2,4-triazin C1(CC1)N(C1=CN=CN=N1)[C@@H]1[C@@H]([C@H]2CCC[C@@H](C1)N2)F